C(C)(C)(C)C1N(CCC(C1)N1CCN(CC1)C1=CC2=C(N(C(N2C)=O)C2C(NC(CC2)=O)=O)C=C1)C(=O)O.CC(C(=O)O)=C.OCC(O)CO glycerin (methyl)acrylate tert-Butyl-4-(4-(1-(2,6-dioxopiperidin-3-yl)-3-methyl-2-oxo-2,3-dihydro-1H-benzo[d]imidazole-5-yl)piperazin-1-yl)piperidine-1-carboxylate